(1-methylcyclopropyl)-3-(morpholine-4-carbonyl)imidazo[1,5-a]pyridine-6-sulfonamide CC1(CC1)C=1N=C(N2C1C=CC(=C2)S(=O)(=O)N)C(=O)N2CCOCC2